(2,4-difluorophenyl-4-methylpyridine) iridium dichloride [Ir](Cl)Cl.FC1=C(C=CC(=C1)F)C1=NC=CC(=C1)C